(S)-6-(((1-(6-aminopyridin-3-yl)piperidin-3-yl)(pyridin-4-ylmethyl)amino)methyl)-9,10-difluoro-2,3-dihydro-7H-[1,4]oxazino[2,3,4-ij]quinolin-7-one NC1=CC=C(C=N1)N1C[C@H](CCC1)N(CC1=CC=NC=C1)CC1=CN2C3=C(C(=C(C=C3C1=O)F)F)OCC2